NC(=O)C1N=NN(CC2C=C(Cl)C(C(=O)C3C=CC(Cl)=CC=3)=C(Cl)C=2)C=1N CARBOXYAMIDOTRIAZOLE